C1(NNNC12CCCCC2)=O TRIAZASPIRO[4.5]DECANONE